FC1=C(C=CC=C1)CCN 2-(2-fluorophenyl)ethan-1-amine